C(C#CC)(=O)N1C(CCC1)C#CC=1C=NC=CC1C1=C(C=2C(NCCC2N1)=O)NC1=C(C(=CC=C1)Cl)OC 2-(3-{2-[1-(but-2-ynoyl)pyrrolidin-2-yl]ethynyl}pyridin-4-yl)-3-[(3-chloro-2-methoxyphenyl)amino]-1H,5H,6H,7H-pyrrolo[3,2-c]pyridin-4-one